NCC(O)C1=CC(=CC=C1)[N+](=O)[O-] 2-amino-1-(3-nitrophenyl)ethan-1-ol